N1=CN=CC(=C1)B(O)O pyrimidine-5-boronic acid